C1(=CC=CC=C1)C=1OC2=C(N1)C=CC(=C2)C(=O)O 2-Phenyl-1,3-benzooxazole-6-carboxylic acid